ClC1=C(C(=O)N2CCN(CC2)C(=O)C2(CCN(CC2)C(=O)OC(C)(C)C)O)C=CC(=C1)NC(=O)C=1N(C(=CN1)C=1C(=NN(C1)C)C(F)(F)F)C tert-Butyl 4-[4-[2-chloro-4-[[1-methyl-5-[1-methyl-3-(trifluoromethyl)pyrazol-4-yl]imidazole-2-carbonyl]amino]benzoyl]piperazine-1-carbonyl]-4-hydroxy-piperidine-1-carboxylate